2-(8-((4-(3-(carboxymethyl)phenyl)-1H-indol-5-yl)carbamoyl)-4H-thieno[3,2-c]chromen-7-yl)-5-(isobutylcarbamoyl)benzoic acid C(=O)(O)CC=1C=C(C=CC1)C1=C2C=CNC2=CC=C1NC(=O)C1=CC=2C3=C(COC2C=C1C1=C(C(=O)O)C=C(C=C1)C(NCC(C)C)=O)C=CS3